CC1(CC1)OC=1C=C2C(=NNC2=CC1)C1=NC=NC(=C1)N1CCN(CC1)CC1CCNCC1 5-(1-methylcyclopropoxy)-3-[6-[4-(4-piperidylmethyl)piperazin-1-yl]pyrimidin-4-yl]-1H-indazole